4-fluoro-7-(2-fluoroethoxy)-1,3-benzothiazol-2-amine FC1=CC=C(C2=C1N=C(S2)N)OCCF